NCC(COC1=CC=C2C(=N1)C(N(C2)C2CC2)=O)=CF (2-(aminomethyl)-3-fluoroallyloxy)-6-cyclopropyl-5,6-dihydro-7H-pyrrolo[3,4-b]pyridin-7-one